tert-butyl (R)-4-fluoro-2-(hydroxymethyl)indoline-1-carboxylate FC1=C2C[C@@H](N(C2=CC=C1)C(=O)OC(C)(C)C)CO